BrC=1C(=CC(=C(C(=O)OC)C1)NC1=C(C=C(C=C1)F)C)F methyl 5-bromo-4-fluoro-2-((4-fluoro-2-methylphenyl)-amino)benzoate